tert-Butyl (2-chloro-3-iodo-5,6-dimethylpyridin-4-yl)carbamate ClC1=NC(=C(C(=C1I)NC(OC(C)(C)C)=O)C)C